BrC=1C=NC(=NC1)OC1=CC=C(C=C1)C(C)(C)C1=CC=C(OC2CC(C2)NC(OC(C)(C)C)=O)C=C1 tert-butyl ((1r,3r)-3-(4-(2-(4-((5-bromopyrimidin-2-yl)oxy)phenyl)propan-2-yl)phenoxy)cyclobutyl)carbamate